FC(C(=O)NCC1(CCNCC1)CO)(F)F 2,2,2-trifluoro-N-[[4-(hydroxymethyl)piperidin-4-yl]methyl]acetamide